BrC1=CN2C(S1)=C(C=N2)C(=O)OCC ethyl 2-bromopyrazolo[3,2-b][1,3]thiazole-7-carboxylate